ClC=1C=NN(C1[C@@H](CC=1C=NC=CC1)OCC#C)C |r| (RS)-3-(2-(4-chloro-1-methyl-1H-pyrazol-5-yl)-2-(prop-2-yn-1-yloxy)ethyl)pyridine